((2-(((1-isopropylpiperidine-4-carbonyl)oxy)methyl)-1,4-phenylene)bis(oxy))bis(octane-8,1-diyl)bis(decanoate) C(C)(C)N1CCC(CC1)C(=O)OCC1=C(C=CC(=C1)OCCCCCCCCCCCCCCCCCC(=O)[O-])OCCCCCCCCCCCCCCCCCC(=O)[O-]